N-(3-((methyl-(2-(1-(4-oxo-3,4-dihydropyrido[3,4-d]pyrimidin-8-yl)-1H-pyrazol-4-yl)ethyl)amino)methyl)phenyl)acrylamide CN(CCC=1C=NN(C1)C1=NC=CC2=C1N=CNC2=O)CC=2C=C(C=CC2)NC(C=C)=O